lead cresol C1(=CC=CC=C1O)C.[Pb]